O[C@@H]1[C@@H](NCC1)C(=O)OCC Ethyl (3S)-3-hydroxy-D-prolinate